[[2-(2,6-dioxopiperidin-3-yl)-1,3-dioxoisoindol-4-yl]oxy]acetic acid O=C1NC(CCC1N1C(C2=CC=CC(=C2C1=O)OCC(=O)O)=O)=O